ClC=1N=NC(=CC1C(C)(C)F)Cl 3,6-dichloro-4-(2-fluoropropan-2-yl)pyridazine